F[P-](F)(F)(F)(F)F.COC1=CC=C(C=C1)C1OC(=CC(=C1)C1=CC=C(C=C1)OC)C1=CC=C(C=C1)OC 2,4,6-tris-(4-methoxyphenyl)pyran hexafluorophosphate